C(CC)[Si](OC(C)=O)(OC(C)=O)OC(C)=O n-Propyltriacetoxysilan